C(#N)C=1C=C2C(=CNC2=CC1)CC1=C(C=C(C(=O)NCCCCCCC(=O)NO)C=C1)OC 4-((5-cyano-1H-indol-3-yl)methyl)-N-(7-(hydroxyamino)-7-oxoheptyl)-3-methoxybenzamide